COC=1C=C2C(=NC(=NC2=CC1OC)N1CCNCC1)N 6,7-dimethoxy-2-(1-piperazinyl)-4-quinazolinamine